2-[(3,3-Difluorocyclobutyl)amino]-N-(5-{[(1s,2s)-2-hydroxycyclohexyl]carbamoyl}-2-methylphenyl)-1,3-thiazole-5-carboxamide FC1(CC(C1)NC=1SC(=CN1)C(=O)NC1=C(C=CC(=C1)C(N[C@@H]1[C@H](CCCC1)O)=O)C)F